[(diphenyl-d10)triazinyl-Phenyl-d9]dibenzoselenophene C1(C(C(C(C(C1[2H])([2H])[2H])([2H])[2H])([2H])[2H])([2H])[2H])([2H])C1=C(C(=NN=N1)C1C(C(C(C(C1([2H])C1=CC=CC=2[Se]C3=C(C21)C=CC=C3)([2H])[2H])([2H])[2H])([2H])[2H])([2H])[2H])C3(C(C(C(C(C3[2H])([2H])[2H])([2H])[2H])([2H])[2H])([2H])[2H])[2H]